(S)-4-((tert-butyldimethylsilyl)oxy)-2-(cyclohexylmethyl)butanoic acid [Si](C)(C)(C(C)(C)C)OCC[C@@H](C(=O)O)CC1CCCCC1